(3-{[2-(4-chlorophenyl)imidazo[1,2-a]pyrimidin-3-yl]methyl}-3,8-diazabicyclo[3.2.1]oct-8-yl)(cyclopentyl)methanone ClC1=CC=C(C=C1)C=1N=C2N(C=CC=N2)C1CN1CC2CCC(C1)N2C(=O)C2CCCC2